FC1=C(C(=O)N(C(=O)[C@H]2N(CC3(CC3)C2)C(=O)OC(C)(C)C)CC2=CC=C(C=C2)C(=O)OC)C(=CC=C1)[N+](=O)[O-] tert-butyl (S)-6-((2-fluoro-6-nitrobenzoyl) (4-(methoxycarbonyl) benzyl) carbamoyl)-5-azaspiro[2.4]heptane-5-carboxylate